C(CCCCCCC)OCOCCCC(C)[Mg]Cl 4-octyloxymethoxy-1-methylbutylmagnesium chloride